C(C)OC(/C(=C/C1=CC=2N(C=C1)C=CN2)/N=[N+]=[N-])=O (Z)-2-azido-3-imidazo[1,2-a]pyridin-7-yl-prop-2-enoic acid ethyl ester